C1(CC1)CN1C=C(C(C2=CC=CC=C12)=O)C(=O)O 1-(cyclopropylmethyl)-4-oxo-1,4-dihydroquinoline-3-carboxylic acid